Cl.C1(CC1)N1CCC(CC1)C(=O)NC1=NNC2=CC=C(C=C12)C1=C(C=CC=C1Cl)Cl 1-Cyclopropyl-N-[5-(2,6-dichlorophenyl)-1H-indazol-3-yl]piperidine-4-carboxamide hydrochloride